2-(5-methoxypyrazine-2-carboxamido)benzo[d]thiazole-6-carboxylic acid COC=1N=CC(=NC1)C(=O)NC=1SC2=C(N1)C=CC(=C2)C(=O)O